NC1=NC=CC(=C1)C=1SC=C(N1)C(=O)NC1=CC2=CN(N=C2C(=C1)C1=COC=C1)CCC(C)(C)O 2-(2-Aminopyridin-4-yl)-N-(7-(furan-3-yl)-2-(3-hydroxy-3-methylbutyl)-2H-indazol-5-yl)thiazole-4-carboxamide